(tetrahydropyran-4-yl)-[2-phenyl-5-(1,1-dioxo-thiomorpholin-4-yl)methyl-1H-indol-7-yl]amine O1CCC(CC1)NC=1C=C(C=C2C=C(NC12)C1=CC=CC=C1)CN1CCS(CC1)(=O)=O